N-(4-((3-chloro-4-(pyridin-2-ylmethoxy)phenyl)amino)-3-cyano-7-ethoxyquinolin-6-yl)-4-(dimethylamino)butanamide ClC=1C=C(C=CC1OCC1=NC=CC=C1)NC1=C(C=NC2=CC(=C(C=C12)NC(CCCN(C)C)=O)OCC)C#N